2-(5-(4-((tert-Butoxycarbonyl)amino)phenyl)pyridin-3-yl)acetic acid ethyl ester C(C)OC(CC=1C=NC=C(C1)C1=CC=C(C=C1)NC(=O)OC(C)(C)C)=O